C(C)(C)(C)N1C(N(C(=NC1=O)SCC)CC1=C(C=C(C(=C1)F)F)F)=O 3-(tert-butyl)-6-(ethylsulfanyl)-1-(2,4,5-trifluorobenzyl)-1,3,5-triazine-2,4(1H,3H)-dione